N=1N=CN2N=C(C=CC21)S(=O)(=O)N [1,2,4]triazolo[4,3-b]pyridazine-6-sulfonamide